NC1=NN2C(C=C(C=C2)C=2C=[N+](C=3CCN(C(C3C2)=O)CC2=C(C=CC(=C2)OC(F)(F)F)F)[O-])=N1 3-(2-amino-[1,2,4]triazolo[1,5-a]pyridin-7-yl)-6-(2-fluoro-5-(trifluoromethoxy)benzyl)-5-oxo-5,6,7,8-tetrahydro-1,6-naphthyridin-1-oxide